(R)-alpha-(Boc-amino)-4-hexynoic acid C(=O)(OC(C)(C)C)N[C@@H](C(=O)O)CC#CC